7'-methoxy-1',3'-dimethyl-2'-oxo-1',2',3,4-tetrahydro-2H-[1,5'-biquinoline]-7-sulfonyl chloride COC=1C=C(C=2C=C(C(N(C2C1)C)=O)C)N1CCCC2=CC=C(C=C12)S(=O)(=O)Cl